(3E)-17,17-dipropoxy-3-heptadecen-1-ol C(CC)OC(CCCCCCCCCCCC/C=C/CCO)OCCC